NCCC1N(CCCNC1)C1=C(C=NC2=CC(=C(C=C12)OC)OC)C#N 4-(2-(2-aminoethyl)-1,4-diazepan-1-yl)-6,7-dimethoxyquinoline-3-carbonitrile